N1=C(N=CC=C1)OCC12CCOC(C1)C2 5-((pyrimidin-2-yloxy)methyl)-2-oxabicyclo[3.1.1]heptan